OC1=C(C(=CC(=C1)O)O)C1=C(C=C(C(=C1)C)OC([C@@H]1CCCC=C1)=O)C(=C)C.C1OC=2C=CSC2OC1 4-ethylenedioxythiophene (1R,2R,4S)-2',4',6'-trihydroxy-5-methyl-2-(prop-1-en-2-yl)-1,2,3,4-tetrahydro-[1,1'-biphenyl]-4-ylbenzoate